[N+](=[N-])=CC(CC[C@@H](C(=O)OC1CCCCCCC1)NC([C@@H](C)OC)=O)=O cyclooctyl (S)-6-diazo-2-((R)-2-methoxypropanamido)-5-oxohexanoate